4-(2-chloropyrrolo[2,1-f][1,2,4]triazin-7-yl)-1H-pyrazole-1-carboxylic acid tert-butyl ester C(C)(C)(C)OC(=O)N1N=CC(=C1)C1=CC=C2C=NC(=NN21)Cl